ClC1=C(C=CC=C1Cl)N1C(=NC2=C1C=CC(=C2)S(=O)(=O)C)C(=O)NCCO (2,3-dichlorophenyl)-N-(2-hydroxyethyl)-5-(methylsulfonyl)-1H-benzo[d]imidazole-2-carboxamide